ethyl (1R,2S)-2-(2-oxo-4-(o-tolyl)-2H-chromen-7-yl)cyclopropane-1-carboxylate O=C1OC2=CC(=CC=C2C(=C1)C1=C(C=CC=C1)C)[C@@H]1[C@@H](C1)C(=O)OCC